4-((4-Methoxypyridin-2-yl)oxy)-5-methyl-2-(1-methyl-1H-imidazol-2-yl)-6-(1-methyl-1H-pyrazol-3-yl)pyrrolo[2,1-f][1,2,4]triazine COC1=CC(=NC=C1)OC1=NC(=NN2C1=C(C(=C2)C2=NN(C=C2)C)C)C=2N(C=CN2)C